(5-bromo-2-(dimethylamino)-1-((2-(trimethylsilyl)ethoxy)methyl)-1H-benzo[d]imidazol-7-yl)methanol BrC1=CC2=C(N(C(=N2)N(C)C)COCC[Si](C)(C)C)C(=C1)CO